ClC1=C(C=NC2=C(C(=CC=C12)[N+](=O)[O-])OC)C1=CC=CC=C1 4-chloro-8-methoxy-7-nitro-3-Phenylquinoline